NC=1C2=C(N=CN1)N(C=C2C=2C(=C1CCN(C1=CC2)C(CC2=NC(=CC=C2)C)=O)F)C2CC2 1-(5-(4-amino-7-cyclopropyl-7H-pyrrolo[2,3-d]pyrimidin-5-yl)-4-fluoroindolin-1-yl)-2-(6-methylpyridin-2-yl)-ethan-1-one